FC=1C=2N(C=C(C1OC(C)C)C(=O)NC=1C(N(C=CC1)C1C(C1)F)=O)C=C(N2)[C@@]21CO[C@@](C2)(C1)C cis-8-fluoro-N-(1-(2-fluorocyclopropyl)-2-oxo-1,2-dihydropyridin-3-yl)-7-isopropoxy-2-(1-methyl-2-oxabicyclo[2.1.1]hex-4-yl)imidazo[1,2-a]pyridine-6-carboxamide